ethyl (1R,2R)-2-(4-sulfamoylphenyl)cyclopropanecarboxylate S(N)(=O)(=O)C1=CC=C(C=C1)[C@H]1[C@@H](C1)C(=O)OCC